3-[[4-[2-fluoro-3-isobutyl-6-(2H-tetrazol-5-yl)phenyl]piperazin-1-yl]methyl]pyridazine FC1=C(C(=CC=C1CC(C)C)C=1N=NNN1)N1CCN(CC1)CC=1N=NC=CC1